FC(CN1C(C(CCC1)C1=CC=2C(=NC=CC2NC=2C=CC3=C(N=CS3)C2)S1)C)F N-(2-(1-(2,2-difluoroethyl)-2-methylpiperidin-3-yl)thieno[2,3-b]pyridin-4-yl)benzo-[d]thiazol-5-amine